4-amino-2-(1-benzoylazetidin-3-yl)isoindoline-1,3-dione NC1=C2C(N(C(C2=CC=C1)=O)C1CN(C1)C(C1=CC=CC=C1)=O)=O